NC(C(=O)NCC=1C=C(OCCC2CN(CCC2)C(CCC(=O)O)=O)C=CC1C)C=1C=NN(C1)C 4-(3-(2-(3-((2-amino-2-(1-methyl-1H-pyrazol-4-yl)acetamido)methyl)-4-methylphenoxy)ethyl)piperidin-1-yl)-4-oxobutanoic acid